3-palmitoylglycerol C(CCCCCCCCCCCCCCC)(=O)OCC(CO)O